FC=1C=C(CC=2C=C3C(=NNC3=CC2)\C=C\C=2C=NC=CC2)C=C(C1)F (E)-5-(3,5-difluorobenzyl)-3-(2-(pyridin-3-yl)vinyl)-1H-indazole